(+-)-trans-2-(cyanomethyl)-N-(6,8-dichloro-2,7-naphthyridin-3-yl)cyclopropanecarboxamide C(#N)C[C@H]1[C@@H](C1)C(=O)NC=1N=CC2=C(N=C(C=C2C1)Cl)Cl |r|